C12(CC(C1)C2)N2[C@@H](C=1NC3=CC=CC=C3C1C[C@H]2C)C2=C(C=C(C=N2)NC2CN(C2)CCCF)F 6-((1S,3R)-2-(bicyclo[1.1.1]pentan-1-yl)-3-methyl-2,3,4,9-tetrahydro-1H-pyrido[3,4-b]indol-1-yl)-5-fluoro-N-(1-(3-fluoropropyl)azetidin-3-yl)pyridin-3-amine